(±)-trans-1-aminoindan-2-ol N[C@H]1[C@@H](CC2=CC=CC=C12)O |r|